2-(hydroxyimino)-N-(2-methylnaphthalen-1-yl)propanamide ON=C(C(=O)NC1=C(C=CC2=CC=CC=C12)C)C